butylethanesulfonate C(CCC)OS(=O)(=O)CC